1-(2-amino-2-oxoethyl)-4-(2,2-dimethyl-5-(pyrazolo[1,5-a]pyrimidine-3-carboxamido)-2,3-dihydrobenzofuran-6-yl)-1-methylpiperazin-1-ium NC(C[N+]1(CCN(CC1)C1=CC2=C(CC(O2)(C)C)C=C1NC(=O)C=1C=NN2C1N=CC=C2)C)=O